ClC1=C(N(N=C1C(F)(F)F)C1=CC(=CC=C1)C(NC=1C=CC=2N(C1)N=C(N2)C)=O)COC2=CC=C(C(=O)OC(C)(C)C)C=C2 tert-Butyl 4-[[4-chloro-2-[3-[(2-methyl-[1,2,4]triazolo[1,5-a]pyridin-6-yl) carbamoyl]phenyl]-5-(trifluoromethyl)pyrazol-3-yl]methoxy]benzoate